hydroxyethylpiperazinepropanesulfonic acid C1CN(C(CN1)CCO)CCCS(=O)(=O)O